C(CCCCC)C(C(=O)OCCCCCCCCN(CCCOC(NCCCN(CC)CC)=O)CCCCCCCOC(CCCCCCCCC)=O)CCCCCCCC 13-(7-(decanoyloxy) heptyl)-3-ethyl-8-oxo-9-oxa-3,7,13-triazahenicosan-21-yl 2-hexyldecanoate